C(CC)(=O)[O-].C(CC)(=O)[O-].C(CC)(=O)[O-].C(C)(C)[Sn+3] isopropyl-tin tripropionate